(R)-4-chloro-N-(1-(3-methoxyphenyl)propan-2-yl)aniline ClC1=CC=C(N[C@@H](CC2=CC(=CC=C2)OC)C)C=C1